N-(3,4-dihydroxyphenylethyl)-2-oxoazepane-1-carboxamide OC=1C=C(C=CC1O)CCNC(=O)N1C(CCCCC1)=O